(Z)-5-fluoro-N'-hydroxy-5'-methoxy-6'-methyl-[3,4'-bipyridine]-2'-carboxamidine FC=1C=C(C=NC1)C1=CC(=NC(=C1OC)C)/C(=N/O)/N